C(C)(C)(C)N(C(O)=O)C([2H])([2H])C1(CCC1)NC=1C2=C(N=C(N1)Cl)CC[S@]2=O.N(=C=O)C2C(CCCC2)=CCCCN=C=O |r| 1-isocyanato-2-(4-isocyanatobutyl-1-yl)cyclohexane (R/S)-tert-butyl-((1-((2-chloro-5-oxido-6,7-dihydrothieno[3,2-d]pyrimidin-4-yl)amino)cyclobutyl)methyl-d2)carbamate